P(=O)(OC(C(F)(F)F)C(F)(F)F)(OC(C(F)(F)F)C(F)(F)F)OC(C(F)(F)F)C(F)(F)F tris(1,1,1,3,3,3-hexafluoropropan-2-yl) phosphate